(R)-N-(1-(4-cyano-2-(morpholine-4-carbonyl)-6-(trifluoromethyl)phenyl)pyrrolidin-3-yl)-8-fluoro-2-oxo-1,2-dihydroquinoline-4-carboxamide C(#N)C1=CC(=C(C(=C1)C(F)(F)F)N1C[C@@H](CC1)NC(=O)C1=CC(NC2=C(C=CC=C12)F)=O)C(=O)N1CCOCC1